CC1NCC2N(C1)C(CC2)=O 3-methyl-hexahydropyrrolo[1,2-a]pyrazin-6(2H)-one